C(C)(=O)OC1O[C@H]([C@H]([C@H]([C@@H]1OC(C)=O)OC(C)=O)OC(C)=O)C(=C)C (3S,4R,5R,6S)-6-(prop-1-en-2-yl)-tetrahydro-2H-pyran-2,3,4,5-tetrayl Tetraacetate